[Co].ClC=1C(=C(C(=NC1C=1OC=C(N1)C(C)C)C=1OC=C(N1)C(C)C)Cl)C(F)(F)F Dichloro[2,6-bis[4-(S)-isopropyl-2-oxazolyl]-4-trifluoromethylpyridine] cobalt